N1=C(C=CC=C1)C1=C2C=NC=NC2=CC=C1 5-(2-pyridyl)quinazoline